methyl 4-acetamido-2-(2-bromoethoxy)-5-chlorobenzoate C(C)(=O)NC1=CC(=C(C(=O)OC)C=C1Cl)OCCBr